FC=1C=2C3=C(C=NC2C=C(C1)CO)OC=C3 9-fluoro-7-(hydroxymethyl)furo[2,3-c]quinoline